BrC=1C(=CC(=NC1)NCC1(CCC1)C(F)(F)F)C(F)(F)F 5-bromo-4-(trifluoromethyl)-N-((1-(trifluoromethyl)cyclobutyl)methyl)pyridin-2-amine